Sodium 4-phenyl-1-(sulfonatoamino)pyridin-1-ium C1(=CC=CC=C1)C1=CC=[N+](C=C1)NS(=O)(=O)[O-].[Na]